C1=CC=CC=2C(CN3CC=4C=CC=CC4C=C3C12)=O isoquinolino[2,1-b]isoquinoline-5(7H)-one